COC=1C=C2CCN(CC2=CC1NC1=NC=C2C(=N1)N(N=C2)C[C@@H]2C[C@H](CN2)O)C (3R,5S)-5-((6-((6-methoxy-2-methyl-1,2,3,4-tetrahydroisoquinolin-7-yl)amino)-1H-pyrazolo[3,4-d]pyrimidin-1-yl)methyl)pyrrolidin-3-ol